CN1N=NC(=C1NC(O[C@H](C)C=1C(=NC=C(C1)F)F)=O)C1=NC=C(C=C1)NC(=O)C1=CN=NC(=C1)C (R)-1-(2,5-difluoropyridin-3-yl)ethyl (1-methyl-4-(5-(6-methylpyridazine-4-carboxamido)pyridin-2-yl)-1H-1,2,3-triazol-5-yl)carbamate